CC(CCNC1=C2C(=NC=N1)N(C=N2)[C@@H]3[C@@H]([C@H]([C@@H]([C@H](O3)CO)O)O)O)CO[C@@H]4[C@@H]([C@H]([C@@H]([C@H](O4)CO)O)O)O The molecule is an N-glycosyldihydrozeatin consisting of dihydrozeatin carrying two alpha-D-glucosyl on the oxygen and the nitrogen at position 9 in the purine ring. It has a role as an Arabidopsis thaliana metabolite. It is a N-glycosyldihydrozeatin and an alpha-D-glucoside.